4-(2,6-dichlorobenzamido)-N-(1-((2-(2,4-dioxotetrahydropyrimidin-1(2H)-yl)-1,3-dioxoisoindolin-5-yl)methyl)piperidin-4-yl)-1H-pyrazole-3-carboxamide ClC1=C(C(=O)NC=2C(=NNC2)C(=O)NC2CCN(CC2)CC=2C=C3C(N(C(C3=CC2)=O)N2C(NC(CC2)=O)=O)=O)C(=CC=C1)Cl